C1(=CC=CC=C1)C(=C)C1=NC2=C(N1C)C=CC=C2 2-(1-phenylvinyl)-1-methyl-1H-benzimidazole